[Se]1CCCCC1 Selenan